2-[4-(2-hydroxyethyl)piperazin-1-yl]ethanesulphonic acid OCCN1CCN(CC1)CCS(=O)(=O)O